N-(tert-butyldimethylsilyl)-5-(2-hydroxypropan-2-yl)-1,3-thiazole-2-sulfonoimidamide [Si](C)(C)(C(C)(C)C)NS(=O)(=N)C=1SC(=CN1)C(C)(C)O